methyl-N-(2-(4-(ethylthio)phenyl)-1,3-dihydroxypropan-2-yl)-2-(trifluoromethyl)-1H-benzo[d]Imidazole-5-carboxamide CN1C(=NC2=C1C=CC(=C2)C(=O)NC(CO)(CO)C2=CC=C(C=C2)SCC)C(F)(F)F